glyceryl monolinoleate (glyceryl monolinoleate) C(C(O)CO)CCCCC\C=C/C\C=C/CCCCCCCC(=O)O.C(CCCCCCC\C=C/C\C=C/CCCCC)(=O)OCC(O)CO